N-[1-(1,3-benzodioxol-5-yl)propan-2-yl]hydroxylamine O1COC2=C1C=CC(=C2)CC(C)NO